NC1=C2C(=NC=N1)N(N=C2C2=CC=C(C=C2)OC2=CC=CC=C2)C2CCN(CC2)CCCC(=O)N2CCN(CC2)CC(=O)NC2=C1C(N(C(C1=CC=C2)=O)C2ONOCC2)=O 2-(4-(4-(4-(4-amino-3-(4-phenoxyphenyl)-1H-pyrazolo[3,4-d]pyrimidin-1-yl)Piperidin-1-yl)butyryl)piperazin-1-yl)-N-(2-(2,6-dioxapiperidin-3-yl)-1,3-dioxoisoindole-4-yl)acetamide